ClCC1=CC(=NN1C)C 5-(chloromethyl)-1,3-dimethyl-1H-pyrazole